C(C=C)(=O)N1CCN(CC1)C1=C(C(N(C2=NC(=C(C=C12)Cl)C1=C(C(=C(C(=C1F)F)F)F)N)C=1C(=NC=CC1C)C(C)C)=O)C#N (M)-4-(4-propenoylpiperazin-1-yl)-7-(2-amino-3,4,5,6-tetrafluorophenyl)-6-chloro-1-(2-isopropyl-4-methylpyridin-3-yl)-2-oxo-1,2-dihydro-1,8-naphthyridine-3-carbonitrile